ClC1=CC=C(C=C1)C(C)O 1-(4-chlorophenyl)ethanol